COC=1C=C2C=3CCNCC3NC2=CC1 6-methoxy-1,2,3,4-tetrahydro-beta-carboline